C1(CC=CC1)NC(OCC1=CC=CC=C1)=O Benzyl N-(cyclopent-3-en-1-yl)carbamate